2-(4-amino-7H-pyrrolo[2,3-d]pyrimidin-7-yl)-N-(2-((3-chloro-2-fluorophenylmethyl)amino)-2-oxoethyl)-N-cyclopropylacetamide NC=1C2=C(N=CN1)N(C=C2)CC(=O)N(C2CC2)CC(=O)NCC2=C(C(=CC=C2)Cl)F